ClC1=C(C=CC=C1)C1N(CC(C1)O)C=1N=CC(=NC1)C(=O)N[C@H](C)\C=C\S(=O)(=O)C 5-(2-(2-chlorophenyl)-4-hydroxypyrrolidin-1-yl)-N-((R,E)-4-(methylsulfonyl)but-3-en-2-yl)pyrazine-2-carboxamide